8-bromo-4-methyl-3,4-dihydrobenzo[f][1,4]oxazepin-5(2H)-one BrC1=CC2=C(C(N(CCO2)C)=O)C=C1